N-(6-(4,4-difluoropiperidin-1-yl)pyridin-2-yl)-2-(4,4-dimethyl-1,4-azasilinan-1-yl)-5-fluoro-4-((2-hydroxyethyl)sulfonamido)benzamide FC1(CCN(CC1)C1=CC=CC(=N1)NC(C1=C(C=C(C(=C1)F)NS(=O)(=O)CCO)N1CC[Si](CC1)(C)C)=O)F